C(C)(=O)OC1(CCN(CC1)CC1=C(C=C(C=C1C)C1CN(C1)C1=C(C=CC=C1Cl)Cl)C)C [1-[[4-[1-(2,6-dichlorophenyl)azetidin-3-yl]-2,6-dimethyl-phenyl]methyl]-4-methyl-4-piperidyl] acetate